CC1=CC=C(CC2C[C@H](NC2)C(=O)O)C=C1 γ-(4-methyl-benzyl)-proline